5-[5-carbamoyl-2-[(3S)-3-(morpholinomethyl)-3,4-dihydro-1H-isoquinoline-2-carbonyl]phenyl]-N-(4-hydroxyphenyl)-N-[(3-methoxy-2-methyl-phenyl)methyl]-1,2-dimethyl-pyrrole-3-carboxamide C(N)(=O)C=1C=CC(=C(C1)C1=CC(=C(N1C)C)C(=O)N(CC1=C(C(=CC=C1)OC)C)C1=CC=C(C=C1)O)C(=O)N1CC2=CC=CC=C2C[C@H]1CN1CCOCC1